CC(COC(C)=O)C(C)C 2,3-dimethylbutylacetate